C[Si](O[SiH](C)C)(C)C 1,1,1,3,3-pentamethyldisiloxane